O[C@@H]1C[C@H](N(C1)C([C@H](C(C)C)C1=CC(=NO1)OCC=O)=O)C(=O)N[C@@H](C)C1=CC=C(C=C1)C1=CN=C(S1)C (2S,4R)-4-hydroxy-N-[(1S)-1-[4-(2-methyl-1,3-thiazol-5-yl)phenyl]ethyl]-1-[(2R)-3-methyl-2-[3-(2-oxoethoxy)-1,2-oxazol-5-yl]butanoyl]pyrrolidine-2-carboxamide